cobalt-selenide [Co]=[Se]